N-(5-((6-((R)-3-(3-chloro-2,4-difluorophenyl)isoxazolidine-2-yl)pyrimidine-4-yl)amino)-2-(4-ethylpiperazine-1-yl)-4-methoxyphenyl)acrylamide ClC=1C(=C(C=CC1F)[C@@H]1N(OCC1)C1=CC(=NC=N1)NC=1C(=CC(=C(C1)NC(C=C)=O)N1CCN(CC1)CC)OC)F